2-bromoisobutyryl-bromotoluene BrC(C(=O)C(C1=CC=CC=C1)Br)(C)C